C(COCCOCCOCCOCCCS(=O)(=O)[O-])CS(=O)(=O)[O-] 3,6,9,12-Tetraoxatetradecane-1,14-diyl-dimethanesulfonate